CC1(CC(C2CC=CC=C12)C)[Zr]C1(C=CC=C1)C (1,3-dimethyl-tetrahydroindenyl)(methylcyclopentadienyl)-zirconium